C[C@@H]1N(C[C@@H](C2=C1SC=C2)C=2C=NN(C2)C)C=O [(4R,7S)-7-methyl-4-(1-methylpyrazol-4-yl)-5,7-dihydro-4H-thieno[2,3-c]pyridin-6-yl]methanone